CC(C(C=O)OC(C1=C(C=CC(=C1)OC1=C(C=C(C=C1)C(F)(F)F)Cl)[N+](=O)[O-])=O)=C SYN-3-methyl-1-oxobut-3-en-2-yl-5-[2-chloro-4-(trifluoromethyl) phenoxy]-2-nitrobenzoate